(Z)-6-((2,6-dimethoxybenzyl)sulfonyl)-2-(4-nitrobenzylidene)-2H-benzo[b][1,4]thiazin-3(4H)-one COC1=C(CS(=O)(=O)C2=CC3=C(S\C(\C(N3)=O)=C/C3=CC=C(C=C3)[N+](=O)[O-])C=C2)C(=CC=C1)OC